2-(difluoromethoxy)-6-methyl-4-[7-(2-morpholinoethoxy)imidazo[1,2-a]pyridin-3-yl]-N-(2,2,2-trifluoroethyl)benzamide FC(OC1=C(C(=O)NCC(F)(F)F)C(=CC(=C1)C1=CN=C2N1C=CC(=C2)OCCN2CCOCC2)C)F